O1[C@@H](COCC1)CNC(=O)C1=C(C2=C(CC3(C4=CN(N=C24)C[C@@H]2OCCOC2)CCC3)O1)C(F)(F)F N-[(2R)-1,4-Dioxacyclohexan-2-ylmethyl]-2'-[(2S)-1,4-Dioxacyclohexan-2-ylmethyl]-8'-(trifluoromethyl)-2',5'-dihydrospiro[cyclobutane-1,4'-furo[2,3-g]indazole]-7'-carboxamide